1,2,3,3a,3b,4,5,5a,6,7,10,10a,10b,11,12,12a-hexadecahydrocyclopenta[5,6]naphtho[1,2-f]indazole-1,4,5-triol C1(CCC2C3C(C(C4C(CC=5C=NNC5C4)C3CCC21)O)O)O